C1(CC1)N[S] cyclopropylaminosulfur